ClC1=CC=C(C=2C(C(=C(NC12)NC1=C(C=C(C=C1)Cl)Cl)C(CC(C)C)=O)=O)C(=O)O 8-chloro-2-((2,4-dichlorophenyl)amino)-3-(3-methylbutanoyl)-4-oxo-1,4-dihydroquinoline-5-carboxylic acid